FC(OC1=C(N)C=CC=C1B1OC(C(O1)(C)C)(C)C)F 2-(difluoromethoxy)-3-(4,4,5,5-tetramethyl-1,3,2-dioxaborolan-2-yl)aniline